FC1=C(NC=2N(C(C(=CC2C(=O)N)CC2=C(C(=NC=C2)NS(NCCOC)(=O)=O)F)=O)C)C=CC(=C1)I 2-(2-Fluoro-4-iodoanilino)-5-[[3-fluoro-2-(2-methoxyethylsulfamoylamino)pyridin-4-yl]methyl]-1-methyl-6-oxopyridine-3-carboxamide